N1C(=CC=C1)S(=O)(=O)OCCOCC ethoxyethyl pyrrolesulfonate